BrC1=C(C(=NN1)C1=NC2=C(C(O1)=O)C=C1C(=C2C)SC(=N1)C)C1=NC=CC=C1Cl 6-[5-bromo-4-(3-chloro-2-pyridyl)pyrazol-3-yl]-2,4-dimethyl-thiazolo[4,5-g][3,1]benzoxazin-8-one